C(#N)C1=CC=C(C=C1)[Si](OCC1=C(C=CC=C1)[N+](=O)[O-])(OCC1=C(C=CC=C1)[N+](=O)[O-])C1=CC=C(C=C1)C#N di(p-cyanophenyl)-di(o-nitrobenzyloxy)silane